bis-azidobenzene N(=[N+]=[N-])C1=C(C=CC=C1)N=[N+]=[N-]